piperidine-1-carboxylic acid {2-[1,4']bipiperidinyl-1'-yl-1-(7-methyl-1H-indazol-5-yl-methyl)-2-oxo-ethyl}-amide N1(CCCCC1)C1CCN(CC1)C(C(CC=1C=C2C=NNC2=C(C1)C)NC(=O)N1CCCCC1)=O